FC(C1=NN=C(O1)C=1C=NC(=NC1)NC1(CC1)C1=CC(=CC=C1)OC)F 5-(5-(difluoromethyl)-1,3,4-oxadiazol-2-yl)-N-(1-(3-methoxyphenyl)cyclopropyl)pyrimidin-2-amine